[O-]S(=O)(=O)C(F)(F)F.IC1=CC=C(C=C1)[S+](C1=CC=CC=C1)C1=CC=CC=C1 (4-Iodophenyl)diphenylsulfonium triflat